FC1=C(C=CC=C1)N1N=C(C(=C1Cl)C=O)C1=C(C=CC=C1)F 1,3-BIS(2-FLUOROPHENYL)-5-CHLORO-1H-PYRAZOLE-4-CARBOXALDEHYDE